BrC1=CC2=C(C(CO2)NC(C2=CN=C(C=C2)F)=O)C=C1 N-(6-bromo-2,3-dihydrobenzofuran-3-yl)-6-fluoronicotinamide